O=C1NC(CC[C@@H]1NC(=O)C1=CC2=C(C=N1)CN(C2)C(=O)OC(C)(C)C)=O tert-butyl (S)-6-((2,6-dioxopiperidin-3-yl)carbamoyl)-1,3-dihydro-2H-pyrrolo[3,4-c]pyridine-2-carboxylate